(4-oxo-3,4-dihydroquinazoline-2-yl)butyric acid O=C1NC(=NC2=CC=CC=C12)C(C(=O)O)CC